C[C@H]1[C@@H](C[C@H]([C@@H](O1)OCCCCCCCCC/C=C/C(=O)SCCNC(=O)CCNC(=O)[C@@H](C(C)(C)COP(=O)([O-])OP(=O)([O-])OC[C@@H]2[C@H]([C@H]([C@@H](O2)N3C=NC4=C(N=CN=C43)N)O)OP(=O)([O-])[O-])O)O)O The molecule is an acyl-CoA(4-) obtained by deprotonation of the phosphate and diphosphate groups of oscr#19-CoA; major species at pH 7.3. It is a conjugate base of an oscr#19-CoA.